3-isocyanato-2,2-dimethyl-propionic acid ethyl ester C(C)OC(C(CN=C=O)(C)C)=O